Cl.N1C=CC=2C1=NC=C(C2)[C@H](C)N (1S)-1-{1H-pyrrolo[2,3-b]pyridin-5-yl}ethane-1-amine hydrochloride